CC1=NN(C(=C1)O)C methyl-1-methyl-5-hydroxy-1H-pyrazole